((5-(tert-butyl)-2-methoxyphenyl)sulfonyl)-5-(5-((4-methoxybenzyl)amino)-1,2,4-thiadiazol-3-yl)-2-naphthamide C(C)(C)(C)C=1C=CC(=C(C1)S(=O)(=O)C1=C(C=CC2=C(C=CC=C12)C1=NSC(=N1)NCC1=CC=C(C=C1)OC)C(=O)N)OC